2-chloro-2-oxo-1,3,2-dioxphospholane ClP1(OCCO1)=O